O([C@H]1[C@H](O)[C@@H](O)[C@H](O)[C@H](O1)CO)[C@@H]1CC2=CC[C@H]3[C@@H]4CC[C@H]([C@@H](CCC=C(C)C)C)[C@]4(CC[C@@H]3[C@]2(CC1)C)C cholest-5,24-dien-3beta-yl beta-D-glucopyranoside